1-tetradecanoyl-2-heneicosanoyl-glycero-3-phosphoserine C(CCCCCCCCCCCCC)(=O)OCC(OC(CCCCCCCCCCCCCCCCCCCC)=O)COP(=O)(O)OC[C@H](N)C(=O)O